Pyrido[2,3-b][1,4]Oxazine-3(4H)-carboxylic acid benzyl ester C(C1=CC=CC=C1)OC(=O)C1C=NC2=C(O1)N=CC=C2